C(C)(C)(C)C1=CC=C(C(=N1)OC1=CC(=CC=C1)OC)C(=O)N 6-tert-butyl-2-(3-methoxyphenoxy)pyridin-3-carboxamid